SCCSCSCCS Bis(mercaptoethylthio)methane